[(1S,2R)-2-(hydroxymethyl)cyclohexyl]carbamate OC[C@H]1[C@H](CCCC1)NC([O-])=O